FC(C(=O)N1CC2=CC(=C(C=C2CC1)NC1=NC=C(C(=N1)[Sn](C)(C)C)C(F)(F)F)F)(F)F 2,2,2-trifluoro-1-(7-fluoro-6-((5-(trifluoromethyl)-4-(trimethylstannyl)pyrimidin-2-yl)amino)-3,4-dihydroisoquinolin-2(1H)-yl)ethan-1-one